N1CC=C(C=C1)C(=O)O 1,2-dihydropyridine-4-carboxylic acid